Methyl (S)-3-(2-(4-methoxybenzoyl)-1H-indol-3-yl)-2-propioamidopropanoate COC1=CC=C(C(=O)C=2NC3=CC=CC=C3C2C[C@@H](C(=O)OC)NC(CC)=O)C=C1